NC1=NC=2C=C(C=CC2C2=C1COC2)CN(C(=O)C=2C=NC(=CC2)C2CC2)C2=CC=CC=1CCS(C12)(=O)=O N-({4-amino-1H,3H-furo[3,4-c]quinolin-7-yl}methyl)-6-cyclopropyl-N-(1,1-di-oxo-2,3-dihydro-1λ6-benzothiophen-7-yl)pyridine-3-carboxamide